CC1=NC2=CC=CC=C2C12CCC(CC2)=O methyl-spiro[cyclohexane-1,3'-indol]-4-one